C(C)(C)O[Ti](OC(C)C)(OC(C)C)OC(C)C tetra-i-propoxytitanium